ClC1=NC(=CC2=C1C=NN2CC(F)F)Cl 4,6-dichloro-1-(2,2-difluoroethyl)-1H-pyrazolo[4,3-c]pyridine